5-[(pyrazin-2-yl)amino]-1H-pyrazole-4-carboxamide N1=C(C=NC=C1)NC1=C(C=NN1)C(=O)N